N[C@H]([C@@H](CN(S(=O)(=O)C1=CC=C(C=C1)C(F)(F)F)C[C@@H](C)O)O)CC1=CC=CC=C1 N-((2R,3S)-3-amino-2-hydroxy-4-phenylbutyl)-N-((R)-2-hydroxypropyl)-4-trifluoromethylbenzenesulfonamide